(R)-tert-butyl (3-(benzyloxy)-2-hydroxypropyl)carbamate C(C1=CC=CC=C1)OC[C@@H](CNC(OC(C)(C)C)=O)O